N[C@H](C)C1=CC(=CN2C1=NC(=CC2=O)N2CCC(CC2)(C)C)C (R)-9-(1-aminoethyl)-2-(4,4-dimethylpiperidin-1-yl)-7-methyl-4H-pyrido[1,2-a]pyrimidin-4-one